[Cl-].[Cl-].C[SiH](C)[Zr+2](C1C(=CC2=CC=CC=C12)C1=CC=CC=C1)C1C(=CC2=CC=CC=C12)C1=CC=CC=C1 racemic-dimethylsilylbis(2-phenyl-1-indenyl)zirconium dichloride